FC1=C(COC2=C(C(N(C(=C2)C)C=2C=C(C(=O)NCCN(C)C)C=CC2)=O)Br)C=CC(=C1)F 3-(4-(2,4-difluorobenzyloxy)-3-bromo-6-methyl-2-oxopyridin-1(2H)-yl)-N-(2-(dimethylamino)ethyl)-benzamide